(1R,2S)-2-phenylcyclohexylpropionate C1(=CC=CC=C1)[C@H]1[C@@H](CCCC1)OC(CC)=O